C(C)(C)(C)C=1C=C(C(=CC1)C1=C(C(=C(C(=C1[2H])[2H])[2H])[2H])[2H])N 4-(tert-butyl)-[1,1'-biphenyl]-2',3',4',5',6'-d5-2-amine